FC(CN1C(=NC2=NC=C(C=C21)C2=CNC=1N=C(N=CC12)NC1CC2(C1)CCN(CC2)C(C)=O)C)F 1-(2-((5-(1-(2,2-difluoroethyl)-2-methyl-1H-imidazo[4,5-b]pyridin-6-yl)-7H-pyrrolo[2,3-d]pyrimidin-2-yl)amino)-7-azaspiro[3.5]nonan-7-yl)ethan-1-one